1-(6-fluoro-1-methylindol-2-yl)-2-methylpropan-1-amine FC1=CC=C2C=C(N(C2=C1)C)C(C(C)C)N